(R)-1-(6-(1H-pyrrolo[2,3-b]pyridin-3-yl)quinazolin-4-yl)piperidine-3-carboxylic acid N1C=C(C=2C1=NC=CC2)C=2C=C1C(=NC=NC1=CC2)N2C[C@@H](CCC2)C(=O)O